Tert-butyl N-[4-[4-[[1-[4-(azidomethyl)phenyl]-3-(difluoromethyl)pyrazol-4-yl]carbamoyl] oxazol-2-yl]-2-pyridyl]-N-(cyclopropylmethyl)carbamate N(=[N+]=[N-])CC1=CC=C(C=C1)N1N=C(C(=C1)NC(=O)C=1N=C(OC1)C1=CC(=NC=C1)N(C(OC(C)(C)C)=O)CC1CC1)C(F)F